(3S,4S)-8-(9-((3-chloro-2,4-difluorophenyl)ethynyl)-7H-imidazo[1,2-c]pyrazolo[4,3-e]pyrimidin-5-yl)-3-methyl-2-oxa-8-azaspiro[4.5]decan-4-amine ClC=1C(=C(C=CC1F)C#CC1=NNC2=C1C=1N(C(=N2)N2CCC3([C@@H]([C@@H](OC3)C)N)CC2)C=CN1)F